(3S,4S)-8-[6-amino-5-(2-amino-3-chloropyridin-4-yl)sulfonylpyrazin-2-yl]-3-methyl-2-oxa-8-azaspiro[4.5]decan-4-amine NC1=C(N=CC(=N1)N1CCC2([C@@H]([C@@H](OC2)C)N)CC1)S(=O)(=O)C1=C(C(=NC=C1)N)Cl